ClC=1C=C2C=C(NC2=CC1OCC1=NC=CC=C1F)CNC(=O)C1(CC1)C N-((5-chloro-6-((3-fluoropyridin-2-yl)methoxy)-1H-indol-2-yl)methyl)-1-methylcyclopropane-1-carboxamide